6-((1H-indol-4-yl)methyl)-N-cyclopropyl-N-methylpyridine-2,4-dicarboxamide N1C=CC2=C(C=CC=C12)CC1=CC(=CC(=N1)C(=O)N(C)C1CC1)C(=O)N